CC1=C(C(=C(C1([Hf]C=1CC=2C=CC3=C(C2C1CC1=CC=CC=C1)C=CC=C3)C)C)C)C pentamethylcyclopentadienyl-(1-benzyl-benz[e]indenyl)hafnium